1-(2-hydroxyethyl)-tetradecylpiperidine mandelate C(C(O)C1=CC=CC=C1)(=O)O.OCCC(CCCCCCCCCCCCC)N1CCCCC1